C(C)(C)(C)OC(=O)N1CCC(CC1)(C(N[C@@H](CC=C)C1=CC=CC=C1)=O)O (S)-4-hydroxy-4-((1-phenylbut-3-en-1-yl)carbamoyl)piperidine-1-carboxylic acid tert-butyl ester